NC1=C(C=C(C=C1)C1=CC=C(C=C1)F)NC(C1=CC=C(C=C1)S(=O)(=NC1CC1)C)=O N-[2-amino-5-(4-fluorophenyl)phenyl]-4-(N-cyclopropyl-S-methyl-sulfonimidoyl)benzamide